C1(CC1)CN1N=C(C2=CC(=CC=C12)C(C)(C)O)NC=1C(=NN(C1)C)COC 2-[1-(cyclopropylmethyl)-3-{[3-(methoxymethyl)-1-methyl-1H-pyrazol-4-yl]amino}-1H-indazol-5-yl]propan-2-ol